8-(4-cyclopropylphenyl)-6-(imidazo[1,2-a]pyridin-6-yl)-2-((2,2,2-trifluoroethyl)amino)pyrido[4,3-d]pyrimidin C1(CC1)C1=CC=C(C=C1)C1=CN(CC2=C1N=C(N=C2)NCC(F)(F)F)C=2C=CC=1N(C2)C=CN1